F[C@@H]1C[C@H](N(C1)C(CC1C(N(C2=CC=CC=C12)C)=O)=O)C(=O)N[C@@H](C1=CC=CC=C1)C1=NC(=C(C=C1)C1(CC1)C)F (2S,4R)-4-fluoro-N-[(S)-[6-fluoro-5-(1-methylcyclopropyl)pyridin-2-yl](phenyl)methyl]-1-[2-(1-methyl-2-oxo-2,3-dihydro-1H-indol-3-yl)acetyl]pyrrolidine-2-carboxamide